COC(=O)C1=CC2=CC=C(C=C2C=C1)C(F)(F)P(=O)(OCC)OCC 6-((diethoxyphosphoryl)difluoromethyl)-2-naphthoic acid methyl ester